(2R)-N-[5-[[(3R)-1-(6-fluoropyridazin-3-yl)pyrrolidin-3-yl]amino]-1,3,4-thiadiazol-2-yl]-3-methoxy-2-phenyl-propanamide FC1=CC=C(N=N1)N1C[C@@H](CC1)NC1=NN=C(S1)NC([C@@H](COC)C1=CC=CC=C1)=O